COC1=CC=C(C=C1)C(C(C1=CC=C(C=C1)OC)C1=CC=C(C=C1)OC)C1=CC=C(C=C1)OC 1,1,2,2-Tetrakis(4-methoxyphenyl)ethane